[Br].[Br].BrC=1C(=CC(=NC1)OC)F 5-Bromo-4-fluoro-2-methoxypyridine Dibromine